C(C1=CC=CC=C1)N1C(=NC2=NC=C(C=C21)C=2C(=NOC2C)C)Cl 4-[1-benzyl-2-chloro-1H-imidazo[4,5-b]pyridin-6-yl]-3,5-dimethyl-1,2-oxazole